4-chloro-5-iodo-7-(oxolane-3-yl)pyrrolo[2,3-d]Pyrimidine ClC=1C2=C(N=CN1)N(C=C2I)C2COCC2